N-(4-chlorophenyl)-4-[3-(3-methoxyphenylethyl)-1-[2-(4-morpholinyl)ethyl]ureido]-3-methylbenzamide ClC1=CC=C(C=C1)NC(C1=CC(=C(C=C1)N(C(=O)NCCC1=CC(=CC=C1)OC)CCN1CCOCC1)C)=O